C[Si](C)(C)[Te][Si](C)(C)C bis(trimethyl-silyl)tellurium